(S)-quinuclidin-3-yl (5-(4-isopropoxyphenyl)-2,2-dimethyl-2,3-dihydro-1H-inden-1-yl)carbamat C(C)(C)OC1=CC=C(C=C1)C=1C=C2CC(C(C2=CC1)NC(O[C@@H]1CN2CCC1CC2)=O)(C)C